tert-butyldimethyl-(1-phenylethenyloxy)silane C(C)(C)(C)[Si](OC(=C)C1=CC=CC=C1)(C)C